C(C)(C)(C)N1N=C(C=C1NC1=CC=CC(=N1)CCCCC#N)[C@@H]1C[C@@H](CC1)O 5-(6-((1-(tert-butyl)-3-((1S,3R)-3-hydroxycyclopentyl)-1H-pyrazol-5-yl)amino)pyridin-2-yl)pentanenitrile